C(#N)C1=C(C=C(C=C1)C)NC(COC=1C=CC=C2C(=NN(C12)C)C1C(NC(CC1)=O)=O)=O N-(2-cyano-5-methylphenyl)-2-((3-(2,6-dioxopiperidin-3-yl)-1-methyl-1H-indazol-7-yl)oxy)acetamide